C(C)(C)(C)N1N=C(C(=C1C1=CC=C(C=C1)F)C1=CC=NC=C1)CC(=O)N1CCN(CC1)C 2-[1-tert-butyl-5-(4-fluorophenyl)-4-(pyridin-4-yl)-1H-pyrazol-3-yl]-1-(4-methylpiperazin-1-yl)ethan-1-one